C(C)(C)(C)OC(N([C@H]1CNCC1)C)=O tert-butyl-(R)-methyl(pyrrolidin-3-yl)carbamate